2-methyl-4,9-dioxo-4,9-dihydronaphtho[2,3-b]furan CC1=CC2=C(O1)C(C1=CC=CC=C1C2=O)=O